1-[(2R,4S,5R)-5-(hydroxymethyl)-4-methoxyoxolan-2-yl]-3H-pyrimidine-2,4-dione OC[C@@H]1[C@H](C[C@@H](O1)N1C(NC(C=C1)=O)=O)OC